6-bromo-3-(methyl-d3)-4H-thieno[2',3':4,5]pyrrolo[3,2-b]pyridine-2-carboxylic acid methyl ester COC(=O)C1=C(C2=C(C3=NC=C(C=C3N2)Br)S1)C([2H])([2H])[2H]